C(C)C(C(CCC(=O)O)SC1=NC=CC=C1)CC 5-ethyl-4-(pyridin-2-ylthio)heptanoic acid